4-oxo-pyrido[1,2-a]pyrimidine-2-carboxamide O=C1C=C(N=C2N1C=CC=C2)C(=O)N